C(CCCCCCCCCCC)OC1=CC=C(C=C1)P(C1=CC=C(C=C1)OCCCCCCCCCCCC)C1=CC=C(C=C1)OCCCCCCCCCCCC tris-(4-n-dodecyloxyphenyl)phosphine